FC=1C=C(C=CC1B1OC(C(O1)(C)C)(C)C)N1CCN(CC1)C 1-(3-fluoro-4-(4,4,5,5-tetramethyl-1,3,2-dioxaborolan-2-yl)phenyl)-4-methylpiperazine